C(C)S(=O)(=O)N[C@@H]1CC[C@H](OC1)CN1CCC2(CN(C2)C2=NC=NC=C2OC2=C(C(=O)N(C3COC3)C(C)C)C=C(C=C2)F)CC1 2-((4-(7-(((2S,5R)-5-(ethylsulfonamido)tetrahydro-2H-pyran-2-yl)methyl)-2,7-diazaspiro[3.5]nonan-2-yl)pyrimidin-5-yl)oxy)-5-fluoro-N-isopropyl-N-(oxetan-3-yl)benzamide